C1(CC1)C=1OC=C(N1)C=1C=C(C=CC1)N(C(=O)[C@@H]1CC[C@H](CC1)C(=O)O)C[C@@H]1CC[C@H](CC1)C=1C=NC(=CC1)N(C)C trans-4-((3-(2-Cyclopropyloxazol-4-yl)phenyl)((trans-4-(6-(dimethylamino)pyridine-3-yl)cyclohexyl)methyl)carbamoyl)cyclohexanecarboxylic acid